CC1C2CCC(C(C1)=O)N2C(=O)OC(C)(C)C tert-butyl 2-methyl-4-oxo-8-azabicyclo[3.2.1]octane-8-carboxylate